N1-(5-bromo-1H-indol-3-yl)-N2-(2,2,2-trifluoroethyl)oxalamide BrC=1C=C2C(=CNC2=CC1)NC(C(=O)NCC(F)(F)F)=O